F[Si](CCCN(S(=O)(=O)C)C)(C)C N-[3-(fluorodimethylsilyl)-propyl]-N-methylmethanesulfonamide